(2S,3S,4R,5R)-5-(6-amino-2-chloro-9H-purin-9-yl)-4-fluoro-2-(hydroxymethyl)tetrahydrofuran-3-ol NC1=C2N=CN(C2=NC(=N1)Cl)[C@H]1[C@@H]([C@H]([C@@H](O1)CO)O)F